C1(CCCCC1)CNC=1N=CC2=C(N1)N(C(C(=C2)OC2=C(C=CC=C2)F)=O)C 2-[(cyclohexylmethyl)amino]-6-(2-fluorophenoxy)-8-methylpyrido[2,3-d]pyrimidin-7(8H)-one